C(C)OC(=O)C1CC(C1)(O)C1=CC=C(C=C1)Cl.C(C)(C)(C)C1=CC2=C(C(C(O2)=O)O)C(=C1C(C)(C)C)C(C)(C)C tri-tert-butyl-hydroxybenzofuranone ethyl-3-(4-chlorophenyl)-3-hydroxycyclobutanecarboxylate